CC1=CN=C(S1)C(C)N 1-(5-methylthiazol-2-yl)ethan-1-amine